C(C)N(C=NC1=C(C=C(C(=C1)C)C1(COC1)OCC1=C(C=CC=C1)SC(F)(F)F)F)C N-ethyl-N'-(2-fluoro-5-methyl-4-(3-((2-((trifluoromethyl)thio)benzyl)oxy)oxetan-3-yl)phenyl)-N-methylformimidamide